FC(CCCCC1=NC=2NCCCC2C(=C1)OC)[C@H]1CN(CC1)CC(=O)O 2-((R)-3-(1-fluoro-5-(4-methoxy-5,6,7,8-tetrahydro-1,8-naphthyridin-2-yl)pentyl)pyrrolidin-1-yl)acetic acid